C(#N)C1=C2C(=NN(C2=CC=C1)C1=CC=C(C=C1)S(F)(F)(F)(F)F)CNC(C=C)=O N-((4-cyano-1-(4-(pentafluoro-λ6-sulfanyl)phenyl)-1H-indazol-3-yl)methyl)acrylamide